2-{[4-(1H-indazol-6-yl)-1-oxo-2,3-dihydro-1H-isoindol-2-yl]methyl}prop-2-enenitrile N1N=CC2=CC=C(C=C12)C1=C2CN(C(C2=CC=C1)=O)CC(C#N)=C